propyl-dimethylhydroxypropyl-ammonium behenate C(CCCCCCCCCCCCCCCCCCCCC)(=O)[O-].C(CC)[N+](CCCO)(C)C